butyl ((4-fluoro-5-isobutyl-3-(4-((2-(trifluoromethyl)-1H-imidazol-1-yl)methyl)phenyl)thiophene-2-yl)sulfonyl)carbamate FC=1C(=C(SC1CC(C)C)S(=O)(=O)NC(OCCCC)=O)C1=CC=C(C=C1)CN1C(=NC=C1)C(F)(F)F